4-(4-((1R,5S)-8-(azetidin-3-yl)-3,8-diazabicyclo[3.2.1]octan-3-yl)-8-fluoro-2-(((S)-1-methylpyrrolidin-2-yl)methoxy)quinazolin-7-yl)naphthalen-2-ol N1CC(C1)N1[C@H]2CN(C[C@@H]1CC2)C2=NC(=NC1=C(C(=CC=C21)C2=CC(=CC1=CC=CC=C21)O)F)OC[C@H]2N(CCC2)C